Hexadecyltrimethyl-ammonium chloride [Cl-].C(CCCCCCCCCCCCCCC)[N+](C)(C)C